trans-4-[4-[4-amino-3-(4-phenoxyphenyl)pyrazolo[3,4-d]pyrimidin-1-yl]-1-piperidinyl]-3-fluoro-piperidine-1-carboxylic acid tert-butyl ester C(C)(C)(C)OC(=O)N1C[C@H]([C@@H](CC1)N1CCC(CC1)N1N=C(C=2C1=NC=NC2N)C2=CC=C(C=C2)OC2=CC=CC=C2)F